ethoxy-N,N-dimethylamine C(C)ON(C)C